3-cyclopropyl-1-(3-hydroxyisoquinolin-8-yl)-N-methyl-5,6-dihydroimidazo[1,5-a]pyrazine-7(8H)-carboxamide C1(CC1)C1=NC(=C2N1CCN(C2)C(=O)NC)C=2C=CC=C1C=C(N=CC21)O